OC(COCC(C[N+](C)(C)C)O)C[N+](C)(C)C 2-hydroxy-3-(trimethylammonio)propyl ether